O[C@H]1C(O[C@@H]([C@H]([C@@H]1O)O)CO)=O (3R,4S,5S,6R)-3,4,5-trihydroxy-6-hydroxymethyl-tetrahydro-2H-pyran-2-one